2-bromo-4-(1-fluoroethyl)thiazole BrC=1SC=C(N1)C(C)F